FC(C=1C=C(C=C(C1)C(F)(F)F)C1=CC2=C(NC([C@H]3N(C2)CCN(C3)C(COC3=C(C=C(C=C3)OC(F)(F)F)I)=O)=O)C=C1)(F)F (S)-8-(3,5-bis(trifluoromethyl)phenyl)-2-(2-(2-iodo-4-(trifluoromethoxy)phenoxy)acetyl)-1,3,4,6,11,12a-hexahydrobenzo[e]pyrazino[1,2-a][1,4]diazepin-12(2H)-one